C(#N)C1=CC=C(C=C1)C1CCN(CC1)C(=O)C=1C=CC(=C(C(=O)O)C1)C 5-(4-(4-cyanophenyl)piperidine-1-carbonyl)-2-methylbenzoic acid